CC1(OB(OC1(C)C)C=1C=NN(C1)C1CCC2(CN(C2)C(=O)OC(C)(C)C)CC1)C tert-butyl 7-[4-(4,4,5,5-tetramethyl-1,3,2-dioxaborolan-2-yl)pyrazol-1-yl]-2-azaspiro[3.5]nonane-2-carboxylate